1-dimethylamino-3,3,5,5,7,7,7-heptamethyltetrasiloxane CN([SiH2]O[Si](O[Si](O[Si](C)(C)C)(C)C)(C)C)C